ClC1=CC(=C(C=C1)C1=NC(=CC=2N=C(N(C(C21)=O)C)C)[C@@H]2C[C@@H](OCC2)C=2C=NC(=CC2)C)F 5-(4-chloro-2-fluorophenyl)-2,3-dimethyl-7-((2R,4S)-2-(6-methylpyridin-3-yl)tetrahydro-2H-pyran-4-yl)pyrido[4,3-d]pyrimidin-4(3H)-one